C(C1=CC=CC=C1)NC(CC1=NC=C(C=C1)C1=C(C=C(C=C1C)OCCBr)C)=O N-Benzyl-2-(5-(4-(2-bromoethoxy)-2,6-dimethylphenyl)pyridin-2-yl)acetamide